C(C)(C)(C)ONC(C[C@H](NC(=O)OC(C)(C)C)C(=O)N[C@@H](C)C(=O)OCC1=CC=CC=C1)=O benzyl N4-(tert-butoxy)-N2-(tert-butoxycarbonyl)-L-asparaginyl-L-alaninate